C(=O)(O)CNC(=O)OCC(COC(=O)NCC(=O)O)O 2-[[3-(carboxymethylcarbamoyloxy)-2-hydroxy-propoxy]carbonylamino]acetic acid